N-[4-(Chlorodifluoro-methoxy)phenyl]-1-(2-fluorophenyl)-6-oxo-1,6-dihydropyridine-3-carboxamide ClC(OC1=CC=C(C=C1)NC(=O)C1=CN(C(C=C1)=O)C1=C(C=CC=C1)F)(F)F